{[(1R,5S)-3-(2,7-dichloro-8-fluoropyrido[4,3-d]pyrimidin-4-yl)-3-azabicyclo[3.2.1]octane-8-yl]amino}methanoic acid-2-methylpropan-2-yl ester CC(C)(C)OC(=O)NC1[C@H]2CN(C[C@@H]1CC2)C=2C1=C(N=C(N2)Cl)C(=C(N=C1)Cl)F